tert-butyl 4-[[4-fluoro-2-(trifluoromethyl) phenyl] (2-hydroxyethyl) amino]-5h,6h,7h,8h-pyrido[3,4-d]pyrimidine-7-carboxylate FC1=CC(=C(C=C1)N(C=1C2=C(N=CN1)CN(CC2)C(=O)OC(C)(C)C)CCO)C(F)(F)F